N-benzyl-2-chloro-N-((3s,4r)-4-hydroxytetrahydrofuran-3-yl)acetamide C(C1=CC=CC=C1)N(C(CCl)=O)[C@H]1COC[C@@H]1O